ClC1=CC2=C(N=CN(C2=O)CC2(CCN(CC2)C(C2=CC=C(C=C2)Cl)=O)O)N1C1=CC=C(C=C1)[C@@H]1COC(CN1C(=O)OC(C)(C)C)(C)C tert-Butyl (R)-5-(4-(6-chloro-3-((1-(4-chlorobenzoyl)-4-hydroxypiperidin-4-yl)methyl)-4-oxo-3,4-dihydro-7H-pyrrolo[2,3-d]pyrimidin-7-yl)phenyl)-2,2-dimethylmorpholine-4-carboxylate